N-tert-butyl-4'-((5-cyclopropyl-3-(2,6-dichlorophenyl)isoxazol-4-yl)methoxy)-[1,1'-biphenyl]-3-carboxamide C(C)(C)(C)NC(=O)C=1C=C(C=CC1)C1=CC=C(C=C1)OCC=1C(=NOC1C1CC1)C1=C(C=CC=C1Cl)Cl